2-(4-Phenylphenoxy)benzaldehyde C1(=CC=CC=C1)C1=CC=C(OC2=C(C=O)C=CC=C2)C=C1